S(=O)(=O)(O)O.O[C@@H]1CC2=C[C@H]([C@H]3[C@@H]4CC[C@H]([C@@H](CCC(=O)O)C)[C@]4(CC[C@@H]3[C@]2(CC1)C)C)O 3β,7α-dihydroxy-5-cholenoic acid sulfate